methyl 2-(3-methoxy-3-oxopropyl)-1-methyl-6-nitro-1H-benzo[d]imidazole-5-carboxylate COC(CCC1=NC2=C(N1C)C=C(C(=C2)C(=O)OC)[N+](=O)[O-])=O